C(CC1(CC2C(CC1)O2)C(=O)O)C2(CC1C(CC2)O1)C(=O)O.CC1=C2C(=CC=C1)N(C(C21CCN(CC1)C(=O)C=1C=C2C(=NC1)NN=C2)=O)CC(=O)NCC(F)(F)F 2-[4-methyl-2-oxo-1'-(1H-pyrazolo[3,4-b]pyridine-5-carbonyl)spiro[indole-3,4'-piperidin]-1-yl]-N-(2,2,2-trifluoroethyl)acetamide ethylene-bis(3,4-epoxycyclohexanecarboxylate)